CC1=C(C=NN1C1=CC(=NC=C1)C(F)(F)F)S(=O)(=O)Cl 5-METHYL-1-(2-(TRIFLUOROMETHYL)PYRIDIN-4-YL)-1H-PYRAZOLE-4-SULFONYL CHLORIDE